ClC=1C=C(C=O)C=C(C1NC)Cl 3,5-DICHLORO-4-(METHYLAMINO)BENZALDEHYDE